C1(=CC=CC=C1)C(C#CC1=CC=CC=C1)NC1=CC=C(C=C1)Cl N-(1-phenyl-3-phenyl-2-propynyl)-4-chloroaniline